[Na].C1(\C=C/C(=O)O1)=O maleic anhydride sodium salt